C(#N)C1(CC1)CNC1=CC(=C(C(=O)N[C@H]2CN(CC[C@@H]2F)C(=O)OC(C)(C)C)C=C1[N+](=O)[O-])F tert-butyl (3S,4S)-3-(4-(((1-cyanocyclopropyl)methyl)amino)-2-fluoro-5-nitrobenzamido)-4-fluoropiperidine-1-carboxylate